COC(=O)C1=CC2=CN(N=C2C=C1OC1CC1)[C@@H]1C[C@](CCC1)(C)O |r| Rac-6-cyclopropoxy-2-((1S,3R)-3-hydroxy-3-methylcyclohexyl)-2H-indazole-5-carboxylic acid methyl ester